4-Bromo-3-methyl-7-[4-(trifluoromethoxy)phenyl]benzimidazole-5-carboxylic acid BrC1=C(C=C(C=2N=CN(C21)C)C2=CC=C(C=C2)OC(F)(F)F)C(=O)O